1-(benzenesulfonyl)-6-chloro-pyrrolo[2,3-b]pyridine C1(=CC=CC=C1)S(=O)(=O)N1C=CC=2C1=NC(=CC2)Cl